ClC1=C(C=C(OCC(=O)N[C@H]2CC[C@@H](N(C2)C(=O)OC(C)(C)C)C=2OC(=NN2)C2=CC=C(C=C2)C(F)(F)F)C=C1)F tert-butyl (2R,5S)-5-[2-(4-chloro-3-fluorophenoxy)acetamido]-2-{5-[4-(trifluoromethyl)phenyl]-1,3,4-oxadiazol-2-yl}piperidine-1-carboxylate